(2R,3R,4S,5R,6R)-2-((2-(benzyloxy)-4-methoxybenzoyl)oxy)-6-(((3,4,5-tris(benzyloxy)benzoyl)oxy) methyl)tetrahydro-2H-pyran-3,4,5-triyl tris(3,4,5-tris(benzyloxy)benzoate) C(C1=CC=CC=C1)OC=1C=C(C(=O)O[C@H]2[C@H](O[C@@H]([C@H]([C@@H]2OC(C2=CC(=C(C(=C2)OCC2=CC=CC=C2)OCC2=CC=CC=C2)OCC2=CC=CC=C2)=O)OC(C2=CC(=C(C(=C2)OCC2=CC=CC=C2)OCC2=CC=CC=C2)OCC2=CC=CC=C2)=O)COC(C2=CC(=C(C(=C2)OCC2=CC=CC=C2)OCC2=CC=CC=C2)OCC2=CC=CC=C2)=O)OC(C2=C(C=C(C=C2)OC)OCC2=CC=CC=C2)=O)C=C(C1OCC1=CC=CC=C1)OCC1=CC=CC=C1